Cl.OC1CN(C1)C(CC=1C=C2CCC(NC2=CC1)C1=CC=CC=C1)=O 1-(3-hydroxyazetidin-1-yl)-2-(2-phenyl-1,2,3,4-tetrahydroquinolin-6-yl)ethan-1-one hydrochloride